CC(C(=O)OC)(C)C1=CC(=CC=C1)OC1CN(C1)C(=O)N1C[C@@H](CC1)N1N=NN=C1 Methyl 2-methyl-2-[3-[1-[(3R)-3-(tetrazol-1-yl)pyrrolidine-1-carbonyl]azetidin-3-yl]oxyphenyl]propanoate